2-[2-[4-chloro-3-(trifluoromethyl)phenyl]-5-(2,5-dihydro-1H-pyrrol-3-yl)pyrimidin-4-yl]oxyethanamine ClC1=C(C=C(C=C1)C1=NC=C(C(=N1)OCCN)C=1CNCC1)C(F)(F)F